4-(3-(4-fluoro-2,6-dimethylphenoxy)-5-methylphenyl)-6-methyl-7-oxo-N-propyl-6,7-dihydro-1H-pyrrolo[2,3-c]pyridine-2-carboxamide FC1=CC(=C(OC=2C=C(C=C(C2)C)C=2C3=C(C(N(C2)C)=O)NC(=C3)C(=O)NCCC)C(=C1)C)C